OP(=O)(OCCCCCCCCC)OC1CCN(CC1)C(=O)OC(C)(C)C tert-butyl 4-[hydroxy(nonoxy)phosphoryl]oxypiperidine-1-carboxylate